N,3'-dimethyl-[1,1'-biphenyl]-2-carboxamide CNC(=O)C=1C(=CC=CC1)C1=CC(=CC=C1)C